(S)-3-methyl-3-(5-(2-((4-(trifluoromethyl)phenyl)amino)-5,6-dihydro-4H-pyrrolo[1,2-b]pyrazol-3-yl)-1,3,4-oxadiazol-2-yl)pyrrolidin-2-one C[C@@]1(C(NCC1)=O)C=1OC(=NN1)C1=C2N(N=C1NC1=CC=C(C=C1)C(F)(F)F)CCC2